FC=1C=C(C=CC1)C1=NOC(=N1)C(C)NC(=O)C=1C(=NC(=CC1)C(F)(F)F)C N-[1-[3-(3-fluorophenyl)-1,2,4-oxadiazol-5-yl]ethyl]-2-methyl-6-(trifluoromethyl)pyridine-3-carboxamide